Vinyl Dodecanoate C(CCCCCCCCCCC)(=O)OC=C